2-amino-4-bromo-N-(2,2,6,6-tetramethylpiperidin-4-yl)benzamide NC1=C(C(=O)NC2CC(NC(C2)(C)C)(C)C)C=CC(=C1)Br